ClC=1C=C(C=CC1OC(F)F)NC(=O)N[C@](C)(CC)C(=O)O N-{[3-chloro-4-(difluoromethoxy)phenyl]carbamoyl}-D-isovaline